C(C)(=O)C=1C(C(=C(NC1C)C)C(=O)OCC1=CC(=CC=C1)C=1C=NC=CC1)C1=CSC2=NC=CC=C21 3-(Pyridin-3-yl)benzyl 5-acetyl-2,6-dimethyl-4-(thieno[2,3-b]pyridin-3-yl)-1,4-dihydropyridin-3-carboxylat